1-(2-Amino-4-bromophenyl)ethan-1-one NC1=C(C=CC(=C1)Br)C(C)=O